C1(=CC=CC=C1)OC(=O)N1C[C@@H](CC=C1)C1=CC=C(C=C1)C(F)(F)F Phenyl-(S)-3-(4-(trifluoromethyl)phenyl)-3,4-dihydropyridine-1(2H)-carboxylate